OCC1(N(C/C(/C1)=N/OC)C(=O)C1=CC=C(C=C1)C1=C(C=CC=C1)C)CO (E)-(2,2-Bis(hydroxymethyl)-4-(methoxyimino)pyrrolidin-1-yl)(2'-methyl-[1,1'-biphenyl]-4-yl)methanone